BrCCOCCOCCNC(OC(C)(C)C)=O tert-butyl (2-(2-(2-bromoethoxy)ethoxy)ethyl)carbamate